C(C)OC1(CCC(CC1)NC(=O)[C@@H]1CCN(C2(CC2)C1)C(=O)C1=NNC(=C1)C1=CC(=NC=C1F)OC)C(F)(F)F (R)-N-((1R,4S)-4-ethoxy-4-(trifluoromethyl)cyclohexyl)-4-(5-(5-fluoro-2-methoxypyridin-4-yl)-1H-pyrazole-3-carbonyl)-4-azaspiro[2.5]octane-7-carboxamide